3-tertiary butyl-2,4-pentanedione C(C)(C)(C)C(C(C)=O)C(C)=O